3-(azidomethyl)-1-methyl-1H-pyrazole N(=[N+]=[N-])CC1=NN(C=C1)C